FC(C=1C=C(C=CC1C1(CC(=C(C2=CC=CC=C12)O)\N=N\[H])S(=O)(=O)O)C1=CC(=C(C=C1)C1(CC(=C(C2=CC=CC=C12)O)\N=N\[H])S(=O)(=O)O)C(F)(F)F)(F)F 1,1'-(3,3'-ditrifluoromethyl[1,1'-biphenyl]-4,4'-diyl)bis{4-hydroxy-3-[(E)-diazenyl]naphthalene-1-sulfonic acid}